N-[1-(5-fluoropyrimidin-2-yl)azetidin-3-yl]-3,4-dimethyl-pyrimido[4',5':4,5]thieno[2,3-c]pyridazin-8-amine FC=1C=NC(=NC1)N1CC(C1)NC1=NC=NC2=C1SC=1N=NC(=C(C12)C)C